2-(7-(2,2,6,6-tetramethyl-1,2,3,6-tetrahydropyridin-4-yl)imidazo[1,2-a]pyrimidin-2-yl)-5-(2H-1,2,3-triazol-2-yl)pyridin-3-ol CC1(NC(C=C(C1)C1=NC=2N(C=C1)C=C(N2)C2=NC=C(C=C2O)N2N=CC=N2)(C)C)C